isopropyl-N-(2-chloro-5-(1-(2,6-dichloro-4-(perfluoropropan-2-yl)phenyl)-1H-pyrazol-4-yl)nicotinoyl)-N-cyclopropylglycine C(C)(C)C(N(C1CC1)C(C1=C(N=CC(=C1)C=1C=NN(C1)C1=C(C=C(C=C1Cl)C(C(F)(F)F)(C(F)(F)F)F)Cl)Cl)=O)C(=O)O